CC(CC(CC)=O)=O.CC(CC(CC)=O)=O.[Zn] zinc bis(2,4-hexanedione)